FC(CCCCCC(=O)NC1=C(C=C(C=C1)NCC1=CC=C(C=C1)C(F)(F)F)NC)CF 7,8-Difluoro-N-(2-(methylamino)-4-((4-(trifluoromethyl)benzyl)amino)phenyl)octanamid